4-epoxycyclohexyl-3,4-epoxycyclohexanecarboxylate C12(C(CCCC1)O2)C21C(CC(CC2)C(=O)[O-])O1